COC(\C=C\CC[C@@H](C(=O)NC=1C(N(C=CC1)CC12CC3CC(CC(C1)C3)C2)=O)NC(=O)C2=CN=CN2C)=O (S,E)-Methyl-7-(1-(1-adamantylmethyl)-2-oxo-1,2-dihydropyridin-3-ylamino)-6-(1-methyl-1H-imidazol-5-carboxamido)-7-oxohept-2-enoat